2-(4-bromo-3-chlorobenzoyl)-1,2,3,4,8,9,10,11-octahydro-6H,12H-pyrazino[1',2':3,4]imidazo[1,5-a][1,4]diazepine-6,12-dione BrC1=C(C=C(C(=O)N2CC=3N(C(N4C3C(NCCC4)=O)=O)CC2)C=C1)Cl